FC(C1=NN=C(O1)C1=CC=C2CN(C(C2=C1)=O)[C@@H]([C@H](C1=CC=CC=C1)O)C1=NC=CC=C1)F |o1:17,18| 6-[5-(difluoromethyl)-1,3,4-oxadiazol-2-yl]-2-[(1R*,2S*)-2-hydroxy-2-phenyl-1-(pyridin-2-yl)ethyl]-2,3-dihydro-1H-isoindol-1-one